ClC1=C(C(=CC=C1)C)N1N=CC2=C1COC[C@@H]2NC(=O)C2=NNC(=C2CC)C (R)-N-(1-(2-chloro-6-methylphenyl)-1,4,5,7-tetrahydropyrano[3,4-c]pyrazol-4-yl)-4-ethyl-5-methyl-1H-pyrazole-3-carboxamide